2-(3,5-di-t-amyl-2-hydroxyphenyl)-2H-benzotriazole C(C)(C)(CC)C=1C(=C(C=C(C1)C(C)(C)CC)N1N=C2C(=N1)C=CC=C2)O